allyl-estrenol C(C=C)C([C@@]12C=CC[C@H]1[C@@H]1CCC3CCCC[C@@H]3[C@H]1CC2)O